4-[5-fluoro-1-(pyridin-4-ylmethyl)benzoimidazol-2-yl]-1,2,5-oxadiazol-3-amine FC1=CC2=C(N(C(=N2)C=2C(=NON2)N)CC2=CC=NC=C2)C=C1